BrCCCCC(=O)N(CCCCCCCCCC)CCCCCCCCCC 5-bromo-N,N-didecylpentanamide